5-dinitromethyl-4-nitro-1,2,3-triazole silver salt [Ag].[N+](=O)([O-])C(C1=C(N=NN1)[N+](=O)[O-])[N+](=O)[O-]